(R)-1-((3-oxo-2-(3-((R)-1,1,2-trifluoro-1-(4-methyl-4H-1,2,4-triazol-3-yl)propan-2-yl)phenyl)-7-(trifluoromethyl)isoindolin-5-yl)methyl)pyrrolidine-3-carbonitrile O=C1N(CC2=C(C=C(C=C12)CN1C[C@@H](CC1)C#N)C(F)(F)F)C1=CC(=CC=C1)[C@@](C(C1=NN=CN1C)(F)F)(C)F